C(C1=CC=CC=C1)N1C2=NC=NC(=C2N=C1C1=C(C=C(C=C1F)OCCN1CCN(CC1)C)F)OC1(CC1)C 9-benzyl-8-(2,6-difluoro-4-(2-(4-methylpiperazin-1-yl)ethoxy)phenyl)-6-(1-methyl-cyclopropoxy)-9H-purine